tert-Butyl (3aR,5s,6aS)-5-((5-bromopyrimidin-2-yl)amino)hexahydrocyclopenta[c]pyrrole-2(1H)-carboxylate BrC=1C=NC(=NC1)NC1C[C@@H]2[C@@H](CN(C2)C(=O)OC(C)(C)C)C1